C1(CC1)[C@@H](C1=CC=2N(N=C1)C=C(N2)[C@@H](NC(=O)C2=CC=NN2C(C)C)C2CCC(CC2)(F)F)NC(CC(C)(C)O)=O |o1:3| N-((S)-(7-((S*)-Cyclopropyl(3-hydroxy-3-methylbutanamido)methyl)imidazo[1,2-b]pyridazin-2-yl)(4,4-difluorocyclohexyl)methyl)-1-isopropyl-1H-pyrazole-5-carboxamide